1-chloro-6-((1-fluorocyclopropyl)methoxy-d2)isoquinoline ClC1=NC=CC2=CC(=CC=C12)OC([2H])([2H])C1(CC1)F